indium(III) oxide [O-2].[In+3].[O-2].[O-2].[In+3]